1-(5-(piperidin-4-ylmethyl)benzo[d]isoxazol-3-yl)dihydropyrimidine-2,4(1H,3H)-dione N1CCC(CC1)CC=1C=CC2=C(C(=NO2)N2C(NC(CC2)=O)=O)C1